C1=CC=CC=2C3=CC=CC=C3C(C12)COC(=O)N[C@H](C(=O)NCC(=O)O)CC1=CC=CC=C1 2-[[(2S)-2-(9H-fluoren-9-ylmethoxycarbonylamino)-3-phenylpropanoyl]amino]acetic acid